2-(5-methoxy-2-oxopyridin-1(2H)-yl)acetamide methyl-2-(5-methoxy-2-oxopyridin-1(2H)-yl)acetate COC(CN1C(C=CC(=C1)OC)=O)=O.COC=1C=CC(N(C1)CC(=O)N)=O